3-(ethylsulfanyl)-5-[4-(1-fluorocyclopropyl)phenyl]-2-[3-methyl-6-(1,1,2,2,2-pentafluoroethyl)-3H-imidazo[4,5-b]pyridin-2-yl]pyridine C(C)SC=1C(=NC=C(C1)C1=CC=C(C=C1)C1(CC1)F)C1=NC=2C(=NC=C(C2)C(C(F)(F)F)(F)F)N1C